tert-butyl ((3-bromo-8-(hydroxymethyl)-8-methyl-7,8-dihydro-2H-1,6,9-trioxa-9a-borabenzo[cd]azulen-2-yl)methyl)carbamate BrC1=CC=C2C3=C1C(OB3OC(CO2)(C)CO)CNC(OC(C)(C)C)=O